F[C@@H]1[C@@H](C1)C(=O)NC=1C=C2C(=CN1)N(C(=C2)C=2C(=NC(=C(C2OC)F)C)OC)C (1S,2S)-2-fluoro-N-[2-(5-fluoro-2,4-dimethoxy-6-methylpyridin-3-yl)-1-methylpyrrolo[2,3-c]pyridin-5-yl]cyclopropane-1-carboxamide